3,5-Diamino-2-[5-[4-[(E)-3-oxo-3-[4-(4-propylphenyl)phenyl]prop-1-enyl]phenoxy]pentyl]benzoic acid NC=1C(=C(C(=O)O)C=C(C1)N)CCCCCOC1=CC=C(C=C1)\C=C\C(C1=CC=C(C=C1)C1=CC=C(C=C1)CCC)=O